COCCO[SiH3] (2-methoxyethoxy)silane